C(C)(C)(C)NS(=O)(=O)C=1C=C(C=CC1)NC(=O)C1=NC=C(N=C1Cl)NC1(CC1)CO N-(3-(N-(tert-butyl)sulfamoyl)phenyl)-3-chloro-5-((1-(hydroxymethyl)cyclopropyl)amino)pyrazine-2-carboxamide